1-hexyl-dimethyl-methoxysilane C(CCCCC)CO[SiH](C)C